C(C)(C)(C)OC(=O)NC(COC[C@@H](C(=O)O)NC(=O)OCC1C2=CC=CC=C2C=2C=CC=CC12)(C)C (2S)-3-(2-{[(tert-butoxy)carbonyl]amino}-2-methylpropoxy)-2-({[(9H-fluoren-9-yl)methoxy]carbonyl}amino)propanoic acid